C(C)(C)(C)OC(=O)N1CC2(C1)CCC(CC2)OC2=CC(=C1C(=N2)C(=CS1)C(NC)=O)C(F)(F)F 7-((3-(methylcarbamoyl)-7-(trifluoromethyl)thieno[3,2-b]pyridin-5-yl)oxy)-2-azaspiro[3.5]nonane-2-carboxylic acid tert-butyl ester